C(C)P([O-])(=O)CC.C(C)P([O-])(=O)CC.C(C)P([O-])(=O)CC.[Al+3] Aluminium tris(diethylphosphinat)